ClC=1C=C(C=NC1N1N=CC=N1)NC(=O)C=1C=NN(C1C(F)(F)F)C1=CN=C(C2=CC=CC=C12)[C@H](C)O (S)-N-(5-Chloro-6-(2H-1,2,3-triazol-2-yl)pyridin-3-yl)-1-(1-(1-hydroxyethyl)-isochinolin-4-yl)-5-(trifluoromethyl)-1H-pyrazol-4-carboxamid